CC(CC=C)C 4-Methylpent-1-ene